COC1=C(C=CC=C1)C1=NOC(=C1)NC1=NC(=NC=C1)N1CCOCC1 3-(2-methoxyphenyl)-N-(2-morpholinopyrimidin-4-yl)isoxazol-5-amine